8-bromo-2-(ethylthio)-6-fluoro-4H-chromen-4-one BrC=1C=C(C=C2C(C=C(OC12)SCC)=O)F